F[S] fluorosulfur